1-(4-((4-((2-fluoro-4-((1-(6-methoxypyridin-3-yl)-1H-pyrazol-3-yl)oxy)phenyl)amino)-7-methoxyquinazolin-6-yl)amino)piperidin-1-yl)prop-2-en-1-one FC1=C(C=CC(=C1)OC1=NN(C=C1)C=1C=NC(=CC1)OC)NC1=NC=NC2=CC(=C(C=C12)NC1CCN(CC1)C(C=C)=O)OC